1-[3-(benzyloxy)cyclobutyl]-1H-pyrazole-3-sulfonamide C(C1=CC=CC=C1)OC1CC(C1)N1N=C(C=C1)S(=O)(=O)N